6-bromo-8-chloro-2-(difluoromethyl)quinazolin-4-ol BrC=1C=C2C(=NC(=NC2=C(C1)Cl)C(F)F)O